C(C1=CC=CC=C1)(C1=CC=CC=C1)N1C(N(C(C(=C1)C1=C(C(=CC=C1)F)Cl)=O)CC(=O)OC)=O Methyl [3-benzhydryl-5-(2-chloro-3-fluoro-phenyl)-2,6-dioxo-3,6-dihydro-2H-pyrimidin-1-yl]-acetate